ethyl 5-cyano-4-oxo-1-(2,2,3,3-tetrafluoro-1,4-benzodioxin-6-yl)cinnoline-3-carboxylate C(#N)C1=C2C(C(=NN(C2=CC=C1)C1=CC2=C(OC(C(O2)(F)F)(F)F)C=C1)C(=O)OCC)=O